CC1(CCN(CC1)C1=CC=C(C=C1)NC1CCN(CC1)C)C N-(4-(4,4-dimethylpiperidin-1-yl)phenyl)-1-methylpiperidin-4-amine